2-oxopentandioate O=C(C(=O)[O-])CCC(=O)[O-]